ethyltris(p-methoxyphenyl)phosphonium C(C)[P+](C1=CC=C(C=C1)OC)(C1=CC=C(C=C1)OC)C1=CC=C(C=C1)OC